5-benzyl-N-((2S,3S)-2-methyl-4-oxo-2,3,4,5-tetrahydropyrido[3,2-b][1,4]oxazepin-3-yl)-4H-1,2,4-triazole-3-carboxamide C(C1=CC=CC=C1)C=1NC(=NN1)C(=O)N[C@@H]1C(NC2=C(O[C@H]1C)C=CC=N2)=O